COC=1C=C2C(NC(=NC2=C(C1OC)CCCCCCC(=O)OC)C)=O Methyl 7-(6,7-dimethoxy-2-methyl-4-oxo-3,4-dihydroquinazolin-8-yl)heptanoate